COC(=O)C1(C=C(C1C1=C(C=CC=C1)C)C1=CC=CC=C1)C1SCCCS1 (1,3-dithian-2-yl)-3-phenyl-4-(o-tolyl)cyclobut-2-ene-1-carboxylic acid methyl ester